diethyleneglycol bis[beta-(3-tert-butyl-4-hydroxy-5-methylphenyl) propionate] C(C)(C)(C)C=1C=C(C=C(C1O)C)CCC(=O)OCCOCCOC(CCC1=CC(=C(C(=C1)C)O)C(C)(C)C)=O